t-Butylphenylacrylat C(C)(C)(C)C=C(C(=O)[O-])C1=CC=CC=C1